O1CCN(CC1)C1=C(C=C(N)C=C1)C(F)(F)F 4-morpholino-3-(trifluoromethyl)aniline